tert-butyl N-ethyl-N-[1-[6-fluoro-7-[[6-(hydroxymethyl)-8-methyl-imidazo[1,2-a]pyrazin-2-yl]carbamoyl]-2-methyl-indazol-4-yl]-4-piperidyl]carbamate C(C)N(C(OC(C)(C)C)=O)C1CCN(CC1)C=1C2=CN(N=C2C(=C(C1)F)C(NC=1N=C2N(C=C(N=C2C)CO)C1)=O)C